6-chloro-N-(3-methyloxetan-3-yl)pyridin-3-amine ClC1=CC=C(C=N1)NC1(COC1)C